3-azaspiro[6.6]tridecane C1CNCCCC12CCCCCC2